ClC=1C=CC2=C([C@@H](CCO2)NC(CC2=NC(=NN2CC)C2=CC(=C(C=C2)Cl)F)=O)C1 N-[(4R)-6-Chloro-3,4-dihydro-2H-1-benzopyran-4-yl]-2-[3-(4-chloro-3-fluorophenyl)-1-ethyl-1H-1,2,4-triazol-5-yl]acetamid